N-(2-sulfamoylpyridin-4-yl)-2-((1R,5S)-6,6,7,7-tetrafluoro-3-azabicyclo[3.2.0]heptan-3-yl)-5-(trifluoro-methyl)nicotinamide S(N)(=O)(=O)C1=NC=CC(=C1)NC(C1=C(N=CC(=C1)C(F)(F)F)N1C[C@@H]2C(C([C@@H]2C1)(F)F)(F)F)=O